CC=1C=C(C=CC1Cl)C1(NC=C(C(=N1)NC1CCNCC1)C=1C=NN(C1)C)N 2-(3-methyl-4-chlorophenyl)-5-(1-methyl-1H-pyrazol-4-yl)-N4-(piperidin-4-yl)pyrimidine-2,4-diamine